N-((1R)-3-Cyano-3-azabicyclo[3.1.0]hexan-1-yl)-5-(3-(4-fluorophenoxy)pyridin-4-yl)-1H-pyrazol-3-carboxamid C(#N)N1C[C@]2(CC2C1)NC(=O)C1=NNC(=C1)C1=C(C=NC=C1)OC1=CC=C(C=C1)F